O1C(CCCC1)N1N=CC(=C1)C1=C2C=NNC2=C(C=C1)B1OC(C(O1)(C)C)(C)C 4-[1-(oxan-2-yl)pyrazol-4-yl]-7-(4,4,5,5-tetramethyl-1,3,2-dioxaborolan-2-yl)-1H-indazole